1-((S)-1-(4-chlorophenyl)ethyl)-N5-((1r,4S)-4-hydroxycyclohexyl)-N3-methyl-1H-pyrazole-3,5-dicarboxamide ClC1=CC=C(C=C1)[C@H](C)N1N=C(C=C1C(=O)NC1CCC(CC1)O)C(=O)NC